O=C1NC(CCC1N1C(C2=CC=C(C=C2C1=O)NCCCCCCNC(OC(C)(C)C)=O)=O)=O tert-Butyl (6-((2-(2,6-dioxopiperidin-3-yl)-1,3-dioxoisoindolin-5-yl)amino)hexyl)carbamate